6-(1-amino-1,3-dihydrospiro[indene-2,4'-piperidin]-1'-yl)-3-(2-amino-5,5-dimethyl-4,5-dihydrobenzo[d]thiazol-7-yl)-1,5-dihydro-4H-pyrazolo[3,4-d]pyrimidin-4-one NC1C2=CC=CC=C2CC12CCN(CC2)C=2NC(C1=C(N2)NN=C1C1=CC(CC=2N=C(SC21)N)(C)C)=O